NC1=C(C=CC(=C1)N1CCN(CC1)C)NC(=O)C=1N(N=C(C1)NC(C1=CC(=C(C=C1)OC)Cl)=O)CC1=CC=C(C=C1)OC N-[2-amino-4-(4-methylpiperazin-1-yl)phenyl]-5-[(3-chloro-4-methoxy-benzoyl)amino]-2-[(4-methoxyphenyl)methyl]pyrazole-3-carboxamide